(2S,3S,4S)-5-chloro-3-hydroxy-2-(((((cis)-4-hydroxycyclohexyl)amino)methyl)-2-phenyl-2,3-dihydrobenzofuran-4-yl)-4-(difluoromethoxy)-3-fluorobenzamide ClC1=C([C@]([C@H](C(C(=O)N)=C1)C1=CC=CC2=C1CC(O2)(C2=CC=CC=C2)CN[C@@H]2CC[C@@H](CC2)O)(F)O)OC(F)F